N1=CC=CC=2CCNCC12 5,6,7,8-tetrahydro[1,7]naphthyridine